isopropyl 3-(2-(dimethylamino)ethyl)-1H-indole-1-carboxylate CN(CCC1=CN(C2=CC=CC=C12)C(=O)OC(C)C)C